FC1=C(C(=CC(=C1)C(F)(F)F)O)C=1C(N(C(=NN1)N[C@H]1CN(CCC1)C)C)=O (R)-6-(2-fluoro-6-hydroxy-4-(trifluoromethyl)phenyl)-4-methyl-3-((1-methylpiperidin-3-yl)amino)-1,2,4-triazin-5(4H)-one